ClC1=C(C(=CC=C1Cl)O)[C@H]1CC(N(C1)C1=C2N(N=C1)CCC2)=S |r| rac-4-(2,3-dichloro-6-hydroxyphenyl)-1-(5,6-dihydro-4H-pyrrolo[1,2-b]pyrazol-3-yl)pyrrolidine-2-thione